(R)-N-(4-cyclobutyl-1-methyl-3-(4-(trifluoromethoxy)benzyl)-1H-pyrazol-5-yl)-2-(2,2,3,3-tetrafluorocyclobutyl)acetamide C1(CCC1)C=1C(=NN(C1NC(C[C@H]1C(C(C1)(F)F)(F)F)=O)C)CC1=CC=C(C=C1)OC(F)(F)F